Cl.C12CC(CC(CCC1)N2)N(C=2SC1=C(C=NC(=C1)C1=CC3=CN(N=C3C(=C1)OC)C)N2)C N-(9-azabicyclo[3.3.1]non-3-yl)-6-(7-methoxy-2-methyl-2H-indazol-5-yl)-N-methyl-[1,3]thiazolo[4,5-c]pyridin-2-amine hydrochloride